C1(=CC=CC=C1)N=CCC1=CC=CC(=N1)C(CC)=O 6-(Phenylimino)ethyl-2-propionylpyridin